(fluorophenyl)diphenyl-sulfonium FC1=C(C=CC=C1)[S+](C1=CC=CC=C1)C1=CC=CC=C1